4-Chloro-3-[(1S)-3,3-difluorocyclopentyl]-1-[4-(1,1-difluoroethyl)phenyl]sulfonyl-indazole ClC1=C2C(=NN(C2=CC=C1)S(=O)(=O)C1=CC=C(C=C1)C(C)(F)F)[C@@H]1CC(CC1)(F)F